C[C@@H]1N(CC1)C=1N=C(C2=C(N1)CCC2)C2=CC=C(C(=O)NC1=CC=CC=C1)C=C2 (S)-4-(2-(2-methylazetidin-1-yl)-6,7-dihydro-5H-cyclopenta[d]pyrimidin-4-yl)-N-phenylbenzamide